Methyl (2S)-2-amino-3-(2-oxo-8-pivaloyl-1,8-diazaspiro[4.5]decan-3-yl)propanoate hydrochloride Cl.N[C@H](C(=O)OC)CC1C(NC2(C1)CCN(CC2)C(C(C)(C)C)=O)=O